2-HydroxyPhenazine 2-amino-5-(2-chloro-6-fluorophenyl)-4-oxo-4,5-dihydrofuran-3-yl-5-d-phenylmethanesulfonate NC=1OC(C(C1C(S(=O)(=O)O)C1=CC=CC=C1)=O)([2H])C1=C(C=CC=C1F)Cl.OC1=CC2=NC3=CC=CC=C3N=C2C=C1